4-(5-fluoro-2-(5-methyl-1,3,4-thiadiazol-2-yl)pyrimidin-4-yl)piperazine-1-carboxylic acid tert-butyl ester C(C)(C)(C)OC(=O)N1CCN(CC1)C1=NC(=NC=C1F)C=1SC(=NN1)C